OCCNC(=O)C1=NN2C(CN(CCC2)C(=O)OC(C)(C)C)=C1 tert-butyl 2-(2-hydroxyethylcarbamoyl)-4,6,7,8-tetrahydropyrazolo[1,5-a][1,4]diazepine-5-carboxylate